3-((tert-Butoxycarbonyl)amino)-2-(2,5-dioxo-2,5-dihydro-1H-pyrrol-1-yl)propionic acid perfluorophenyl ester FC1=C(C(=C(C(=C1F)F)F)F)OC(C(CNC(=O)OC(C)(C)C)N1C(C=CC1=O)=O)=O